O=C1CCN(CC1)C1=CC=C(C=C1)NC(OC(C)(C)C)=O tert-butyl (4-(4-oxopiperidin-1-yl)phenyl)carbamate